C1=C(C(=O)N=C(C1=O)Cl)Cl The molecule is a pyridone that is pyridine-2,5-dione which is substituted at positions 3 and 6 by chloro groups. It is a metabolite of the agrochemical, chlorpyrifos. It is a chloropyridine and a pyridone.